ClC1=CC(=C(C(=O)OCC)C=C1)NC1=C(C=C(C=C1)F)C ethyl 4-chloro-2-((4-fluoro-2-methylphenyl)amino)-benzoate